(3s,5s)-3-aminomethyl-6-ethoxy-5-methyl-hexanoic acid NC[C@H](CC(=O)O)C[C@@H](COCC)C